methacrylic acid-2-[2-(4-{2-methyl-2-[2-(methacryloyloxy)ethylcarbamoyloxy]propionyl}phenoxy)ethoxycarbonylamino]ethyl ester CC(C(=O)C1=CC=C(OCCOC(=O)NCCOC(C(=C)C)=O)C=C1)(C)OC(NCCOC(C(=C)C)=O)=O